3-Hexyl-1-[3-(trimethoxysilyl)propyl]-1,2,4-triazole C(CCCCC)C1=NN(C=N1)CCC[Si](OC)(OC)OC